S1C2=C(C=C1)C=C(C=C2)CNC(=O)N2CN(CCC2)C=2C=1C(N=CN2)=NN(C1)C1=CC(=C(C=C1)C)C#N N-(benzo[b]thiophen-5-ylmethyl)-3-(2-(3-cyano-4-methylphenyl)-2H-pyrazolo[3,4-d]pyrimidin-4-yl)tetrahydropyrimidine-1(2H)-carboxamide